O=C([C@H](O)[C@@H](O)[C@H](O)[C@H](O)CO)O D(+)-gluconic acid